(R)-8-chloro-6-hydroxycaprylate ClCC[C@@H](CCCCC(=O)[O-])O